FC1=C(C=C(C(=C1)C)OCCC)NC(OC1=CC=CC=C1)=O phenyl (2-fluoro-4-methyl-5-propoxyphenyl)carbamate